N-(2-(dimethylamino)ethyl)-2-(8-formyl-7-hydroxy-6-methoxy-2-methyl-4-oxo-4H-chromen-3-yl)acetamide CN(CCNC(CC1=C(OC2=C(C(=C(C=C2C1=O)OC)O)C=O)C)=O)C